benzo[b]phenothiazine C1=CC=CC=2SC=3C=C4C(=CC3NC12)C=CC=C4